[Se](=O)([O-])O[Se](=O)O[Se](=O)[O-] triselenite